(5-(hydrazinocarbonyl)-8-(methylamino)-2,7-naphthyridin-3-yl)cyclopropanecarboxamide N(N)C(=O)C1=C2C=C(N=CC2=C(N=C1)NC)C1(CC1)C(=O)N